(S)-5-(2-ethoxypyridin-3-yl)-1-methyl-N-(1-(1-methyl-1H-pyrazol-4-yl)ethyl)-1H-pyrazolo[4,3-b]pyridin-7-amine C(C)OC1=NC=CC=C1C1=CC(=C2C(=N1)C=NN2C)N[C@@H](C)C=2C=NN(C2)C